4-{3-[4-(cyclopentyloxy)-3-ethoxybenzyl]-6-[2-fluoro-1-(fluoromethyl)ethoxy]-2,4-dioxo-3,4-dihydroquinazolin-1(2H)-yl}piperidine-1-carbaldehyde C1(CCCC1)OC1=C(C=C(CN2C(N(C3=CC=C(C=C3C2=O)OC(CF)CF)C2CCN(CC2)C=O)=O)C=C1)OCC